N[C@@H]([C@@H](C)O)C1=NN=C(O1)C1(CC(C1)CC#N)NC(=O)N[C@@H](CO)C(=O)O (((1R,3S)-1-(5-((1S,2R)-1-amino-2-hydroxypropyl)-1,3,4-oxadiazol-2-yl)-3-(cyanomethyl)cyclobutyl)carbamoyl)-L-serine